N1=C(C=CC=C1)C1=NC=CC=C1O 2-(2-pyridinyl)-3-hydroxypyridine